(E)-2,4-difluoro-N-(2-methoxy-5-(4-(4-(4-oxopent-2-enoyl)piperazin-1-yl)quinazolin-6-yl)pyridin-3-yl)benzenesulfonamide p-toluenesulfonate CC1=CC=C(C=C1)S(=O)(=O)O.FC1=C(C=CC(=C1)F)S(=O)(=O)NC=1C(=NC=C(C1)C=1C=C2C(=NC=NC2=CC1)N1CCN(CC1)C(\C=C\C(C)=O)=O)OC